FC(C1=CC2=C(N=C(N=C2)NC2C(CN(CC2([2H])[2H])S(=O)(=O)C([2H])([2H])[2H])([2H])[2H])N(C1=O)[C@@H]1[C@H]([C@H](CC1)O)C)([2H])F (+)-6-(difluoromethyl-d)-8-((1S,2R,3S)-3-hydroxy-2-methylcyclopentyl)-2-((1-((methyl-d3)sulfonyl)piperidin-4-yl-3,3,5,5-d4)-amino)pyrido[2,3-d]pyrimidin-7(8H)-one